difluoro-3,4-dihydroisoquinoline FC1N=C(C2=CC=CC=C2C1)F